4,4'-methylenebis(2,6-diethylcyclohexylamine) C(C1CC(C(C(C1)CC)N)CC)C1CC(C(C(C1)CC)N)CC